1-(4-(4-bromo-2,3-difluorophenyl)-3-(trifluoromethyl)-1H-pyrazol-1-yl)propan-2-ol BrC1=C(C(=C(C=C1)C=1C(=NN(C1)CC(C)O)C(F)(F)F)F)F